8-bromo-5-(2-cyclopentylethoxy)-7-fluoro-9-(methoxymethyloxy)-1,2-dihydro-4H-pyrrolo[3,2,1-ij]quinolin-4-one BrC=1C(=C2C=C(C(N3C2=C(C1OCOC)CC3)=O)OCCC3CCCC3)F